1-[4-(diethylaminomethyldimethylsilyl)phenyl]-1-phenylethylene C(C)N(CC)C[Si](C1=CC=C(C=C1)C(=C)C1=CC=CC=C1)(C)C